3-[1-methylpyrrolidin-2-yl]pyridine CN1C(CCC1)C=1C=NC=CC1